C(C=C)(=O)N1CCN(CC1)C(CC)(CC)C1=CC=C(C=C1)[C@H](C)NC=1N=CC2=C(N1)N(C(C=C2)=O)C(C)C 2-{[(1S)-1-{4-[3-(4-acryloylpiperazin-1-yl)pentan-3-yl]phenyl}ethyl]amino}-8-(propan-2-yl)pyrido[2,3-d]pyrimidin-7(8H)-on